2-(3-(2-(3,4-Dimethoxyphenyl)-3-isopropyl-1H-indol-5-yl)piperidin-1-yl)-N-methylethanamin COC=1C=C(C=CC1OC)C=1NC2=CC=C(C=C2C1C(C)C)C1CN(CCC1)CCNC